2-(8-ethynyl-6,7-difluoro-3-(methoxymethoxy)naphthalen-1-yl)-4,4,5,5-tetramethyl-1,3,2-dioxaborolane C(#C)C=1C(=C(C=C2C=C(C=C(C12)B1OC(C(O1)(C)C)(C)C)OCOC)F)F